3-bromo-4-((1-((tert-butyldimethylsilyl)oxy)-3-mercaptopropan-2-yl)amino)-5-nitrobenzenesulfonamide BrC=1C=C(C=C(C1NC(CO[Si](C)(C)C(C)(C)C)CS)[N+](=O)[O-])S(=O)(=O)N